N-[(2S)-1-piperazin-1-ylpropan-2-yl]-7-pyridin-3-ylthieno[3,2-d]pyrimidin-4-amine hydrochloride Cl.N1(CCNCC1)C[C@H](C)NC=1C2=C(N=CN1)C(=CS2)C=2C=NC=CC2